CC(=C)C(=O)NCO methylolmethacrylamide